ClC=1N=C(C2=C(N1)C=C(S2)C(F)(F)F)Cl 2,4-dichloro-6-trifluoromethylthieno[3,2-d]pyrimidine